(2S)-2-[ethyl(9H-fluorene-9-ylmethoxycarbonyl)amino]-3-(4-methylphenyl)propanoic acid C(C)N([C@H](C(=O)O)CC1=CC=C(C=C1)C)C(=O)OCC1C2=CC=CC=C2C=2C=CC=CC12